hexadecyl-methylpiperidine ammonium bromide [Br-].[NH4+].C(CCCCCCCCCCCCCCC)C1N(CCCC1)C